C(C)(C)(C)OC(=O)N1C[C@H](OCCC1)C(=O)O (S)-4-(tert-butyloxycarbonyl)-1,4-oxazepane-2-carboxylic acid